C(C1=CC=CC=C1)N1CCC(CC1)CC(=O)N1CCC(CC1)O 1-(1-benzyl-4-piperidineacetyl)-4-hydroxypiperidine